P(O)(=O)(OP(=O)(O)OP(=O)(O)O)OC[C@@H]1[C@H]([C@H]([C@@H](O1)C1=CN(C(=O)NC1=O)CCC)O)O N1-propyl pseudouridine-5'-Triphosphate